ClC1=CC(=C(C2=CC=CC=C12)OC)OB(O)O (4-chloro-1-methoxynaphthalen-2-yl)boric acid